N[C@@H]1C2=CC=CC=C2CC12CCN(CC2)C=2NC(C1=C(N2)NN=C1C(=C)C=1C=NC(=NC1)N)=O (S)-6-(1-amino-1,3-dihydro-spiro[inden-2,4'-piperidin]-1'-yl)-3-(1-(2-aminopyrimidin-5-yl)vinyl)-1,5-dihydro-4H-pyrazolo[3,4-d]pyrimidin-4-one